CO[C@@H]1[C@H]([C@H]([C@@H]([C@H](O1)CO)O)O)O α-methyl mannopyranoside